C(C)(C)(C)C=1C=C(N(N1)C1=CC(=CC=C1)Cl)NC(OCC(Cl)(Cl)Cl)=O 2,2,2-trichloroethyl N-[5-tert-butyl-2-(3-chlorophenyl)pyrazol-3-yl]carbamate